CC1C2(CC1(C2)C(F)(F)F)C(=O)N methyl-3-(trifluoromethyl)bicyclo[1.1.1]pentane-1-carboxamide